C(C)OC1=CN=CC(=N1)C1=CC=C(C=C1)C(C(=O)N)CC (4-(6-ethoxypyrazin-2-yl)phenyl)butanamide